aminogalacturonic acid NC(=O)[C@H](O)[C@@H](O)[C@@H](O)[C@H](O)C(=O)O